2-Fluoro-3-chlorophenol FC1=C(C=CC=C1Cl)O